ClC=1C=CC(=C(C1)C(CC(=O)OC)C1=CC2=CC(=CC=C2C=C1)OCC(=O)NC1C=CCCC1)C Methyl 3-(5-chloro-2-methylphenyl)-3-(7-(2-(cyclohex-2-en-1-ylamino)-2-oxoethoxy)naphthalen-2-yl)propanoate